COC1=C(NC=2N=C(N=NC2C(=O)OCC)SC)C=CC=C1C1=NN(C=N1)C ethyl 5-[2-methoxy-3-(1-methyl-1,2,4-triazol-3-yl) anilino]-3-methylsulfanyl-1,2,4-triazine-6-carboxylate